2-cyclohexylethanol C1(CCCCC1)CCO